ClC=1C(=C2C(=NC1)NC(=N2)C2=CC=C(C=C2)N2CCN(CC2)C)NC2CCN(CC2)CC2=CC=C(C=C2)OC 6-Chloro-N-[1-(4-methoxybenzyl)piperidin-4-yl]-2-[4-(4-methylpiperazin-1-yl)phenyl]-3H-imidazo[4,5-b]pyridin-7-amine